7-{[5-(1,5-dimethyl-1H-1,2,4-triazol-3-yl)-6-methylpyridin-2-yl]amino}-5-azaspiro[2.4]heptane-5-carboxylic acid tert-butyl ester C(C)(C)(C)OC(=O)N1CC2(CC2)C(C1)NC1=NC(=C(C=C1)C1=NN(C(=N1)C)C)C